5-((2-morpholinoethoxy)methyl)-2-phenyl-N-(tetrahydro-2H-pyran-4-yl)-1H-indol-7-amine O1CCN(CC1)CCOCC=1C=C2C=C(NC2=C(C1)NC1CCOCC1)C1=CC=CC=C1